2,5,8,11,14,17,20,23,26,29,32-undecaoxatetratriacontan COCCOCCOCCOCCOCCOCCOCCOCCOCCOCCOCC